FC(OC1=CC(=NN1)NC1=NC(=CN=C1)O[C@@H]1[C@@H]([C@@H]2CC[C@H](C1)N2C)C)F N-(5-(difluoromethoxy)-1H-pyrazol-3-yl)-6-(((1S,2R,3S,5R)-2,8-dimethyl-8-azabicyclo[3.2.1]octan-3-yl)oxy)pyrazin-2-amine